N-(2-bromophenyl)-4-fluorosulfanylbenzamide BrC1=C(C=CC=C1)NC(C1=CC=C(C=C1)SF)=O